N(=[N+]=[N-])CCCCCCCCCCOC1=CC=C(C2=CC=CC=C12)C(=O)C1=CN(C2=CC=CC=C12)CCCCC (4-((10-azidodecyl)oxy)naphthalen-1-yl)(1-pentyl-1H-indol-3-yl)methanone